2-(3-(4-amino-3-(4-phenoxyphenyl)-1H-pyrazolo[3,4-d]pyrimidin-1-yl)pyrrolidin-1-yl)-N-(2-aminophenyl)acetamide NC1=C2C(=NC=N1)N(N=C2C2=CC=C(C=C2)OC2=CC=CC=C2)C2CN(CC2)CC(=O)NC2=C(C=CC=C2)N